FC1([C@](C[C@]2(CN(C(O2)=O)C2=NC=C(N=C2)C(C)(C)O)CC1)(C)CN1C=NC2=C1C=C(C=C2)C#N)F 1-(((5S,7s)-8,8-difluoro-3-(5-(2-hydroxy-prop-2-yl)pyrazin-2-yl)-7-methyl-2-oxo-1-oxa-3-azaspiro[4.5]decan-7-yl)methyl)-1H-benzo[d]imidazole-6-carbonitrile